BrC=1C(=NC(=NC1)NC(=O)C1=CC=C(C=C1)C1=C(C=C(C=C1)C1=NOC(=N1)C)F)OCCN(C)C N-(5-Bromo-4-(2-(dimethylamino)ethoxy)pyrimidin-2-yl)-2'-fluoro-4'-(5-methyl-1,2,4-oxadiazol-3-yl)-[1,1'-biphenyl]-4-carboxamid